3,6-bis(4-tert-butylphenyl)-2,5-dihydropyrrolo[3,4-c]pyrrole-1,4-dione C(C)(C)(C)C1=CC=C(C=C1)C=1NC(C2=C(NC(C21)=O)C2=CC=C(C=C2)C(C)(C)C)=O